FC1(CN(CC1)C1=NC=CC=2C3=CC=CC=C3CCCC3=NN(C=C3C(NC12)=O)C(C)C)F 6-(3,3-difluoropyrrolidin-1-yl)-12-isopropyl-5,8,12,13-tetrazatetracyclo[16.4.0.02,7.010,14]docosa-1(22),2(7),3,5,10,13,18,20-octaen-9-one